3-chloro-N-((3s,4s)-1-(5-(3-cyano-6-ethoxypyrazolo[1,5-a]pyridin-4-yl)pyrazin-2-yl)-3-hydroxypiperidin-4-yl)pyridinecarboxamide ClC=1C(=NC=CC1)C(=O)N[C@@H]1[C@H](CN(CC1)C1=NC=C(N=C1)C=1C=2N(C=C(C1)OCC)N=CC2C#N)O